(S)-6-(1-amino-1,3-dihydro-spiro[inden-2,4'-piperidin]-1'-yl)-3-(1-(4-methoxy-1-methyl-2-oxo-1,2-dihydropyridin-3-yl)vinyl)-1,5-dihydro-4H-pyrazolo[3,4-d]pyrimidin-4-one N[C@@H]1C2=CC=CC=C2CC12CCN(CC2)C=2NC(C1=C(N2)NN=C1C(=C)C=1C(N(C=CC1OC)C)=O)=O